N-[4-(3-Cyanophenyl)-5-[2-(1-methoxyethyl)-6-methyl-4-pyridyl]thiazol-2-yl]-2-oxa-6-azaspiro[3.3]heptane-6-carboxamide C(#N)C=1C=C(C=CC1)C=1N=C(SC1C1=CC(=NC(=C1)C)C(C)OC)NC(=O)N1CC2(COC2)C1